NC=1SC2=C(N1)C=CC(=C2)C=2C=C(C(=NC2)OC)C(=O)N2CC(CCC2)CC2=CC=C(C=C2)F (5-(2-aminobenzo[d]thiazol-6-yl)-2-methoxypyrid-3-yl)(3-(4-fluorobenzyl)piperid-1-yl)methanone